COC(=O)N1CCC=C(C1)C1=NC2=CC(=NC=C2C=C1)C#N 5-(7-cyano-1,6-naphthyridin-2-yl)-3,6-dihydropyridine-1(2H)-carboxylic acid methyl ester